2-[3-ethylsulfonyl-6-(methylamino)-2-pyridinyl]-6-(trifluoromethyl)-3H-pyrrolo[3,4-c]pyridin-1-one C(C)S(=O)(=O)C=1C(=NC(=CC1)NC)N1CC=2C=NC(=CC2C1=O)C(F)(F)F